Cl.NC1CCN(CC1)C=1N(C(C(=C(N1)C1=CC=C(C=C1)C#N)C1=CC=C(OCCCC(=O)NO)C=C1)=O)C 4-(4-(2-(4-aminopiperidin-1-yl)-4-(4-cyanophenyl)-1-methyl-6-oxo-1,6-dihydropyrimidin-5-yl)phenoxy)-N-hydroxybutanamide hydrochloride